ClC(C1=NC(=NC(=N1)C(Cl)(Cl)Cl)C=CC1=CC(=CC(=C1)OCC)OCC)(Cl)Cl 2,4-bis(trichloromethyl)-6-[2-(3,5-diethoxyphenyl)vinyl]-s-triazine